NC1=C(C=C(N=N1)C1=C(C=CC=C1)O)NCCC1=CC=C(C=C1)CN 2-[6-amino-5-([2-[4-(aminomethyl)phenyl]ethyl]amino)pyridazin-3-yl]phenol